FC(C1=NN=C(S1)C1=NC=C2N1C=C(C=C2C=2CCN(CC2)C(=O)N(C)C)S(NC2(CC2)CF)(=O)=O)F 4-(3-(5-(difluoromethyl)-1,3,4-thiadiazol-2-yl)-6-(N-(1-(fluoromethyl)cyclopropyl)sulfamoyl)imidazo[1,5-a]pyridin-8-yl)-N,N-dimethyl-3,6-dihydropyridine-1(2H)-carboxamide